1-(2-Phenylphenylaminobenzo[d]thiazol-6-yl)-1-[2-(4-morpholinyl)ethyl]-3-(4-chlorophenyl)urea C1(=CC=CC=C1)C1=C(C=CC=C1)NC=1SC2=C(N1)C=CC(=C2)N(C(=O)NC2=CC=C(C=C2)Cl)CCN2CCOCC2